[Si](C)(C)(C(C)(C)C)OCCNC1COCCC1 N-(2-((tert-butyldimethylsilyl)oxy)ethyl)tetrahydro-2H-pyran-3-amine